COC(=O)C1=CC=C2C3=C(NC2=C1)CN(C(C3)C)CC(C)(F)F 2-(2,2-difluoropropyl)-3-methyl-2,3,4,9-tetrahydro-1H-pyrido[3,4-b]indole-7-carboxylic acid methyl ester